C1(CC1)P(C1=CC(=C(C=C1)NCC#CC1=C(C2=C(S1)C(=CC=C2)N[C@H]2[C@H](CN(CC2)C)F)CC(F)(F)F)OC)(C2CC2)=O dicyclopropyl(4-((3-(7-(((3S,4R)-3-fluoro-1-methylpiperidin-4-yl)amino)-3-(2,2,2-trifluoroethyl)benzo[b]thiophen-2-yl)prop-2-yn-1-yl)amino)-3-methoxyphenyl)phosphine oxide